(R)-2'-oxo-1'-((2-(trimethylsilyl)ethoxy)methyl)-1,1',2',4,6,7-hexahydrospiro[indole-5,3'-pyrrolo[2,3-B]pyridine]-2-carboxylic acid ethyl ester C(C)OC(=O)C=1NC=2CC[C@@]3(C(N(C4=NC=CC=C43)COCC[Si](C)(C)C)=O)CC2C1